(4R,5S,6S)-4-Methyl-7-oxo-3-((3S,5S)-5-((sulfamoylamino)methyl)pyrrolidin-3-ylthio)-6-((R)-1-(trifluoromethylsulfonamido)ethyl)-1-azabicyclo[3.2.0]hept-2-ene-2-carboxylic acid C[C@H]1C(=C(N2C([C@@H]([C@@H]12)[C@@H](C)NS(=O)(=O)C(F)(F)F)=O)C(=O)O)S[C@@H]1CN[C@@H](C1)CNS(N)(=O)=O